(trans)-4-aminotetrahydrofuran-3-carbonitrile hydrochloride Cl.N[C@H]1[C@@H](COC1)C#N